methamidyl chloride C(=O)NCl